BrC=1N=C(N(N1)C1=NC=C(C=N1)OC(F)F)C(C)NC(C1=CC(=CC(=C1)C(F)(F)F)C(C)(C)C#N)=O N-[1-[5-bromo-2-[5-(difluoromethoxy)pyrimidin-2-yl]-1,2,4-triazol-3-yl]ethyl]-3-(1-cyano-1-methylethyl)-5-(trifluoromethyl)benzamide